CC(CCC=CC)S(=O)(=O)N Hept-5-ene-2-sulfonamide